ClC=1C=C2C(=NC1)NC(S2)=S 6-Chlorothiazolo[4,5-B]pyridine-2(3H)-thione